N1=CC=C(C=C1)C=1CN(CC1)C(=O)OC(C)(C)C tert-Butyl 3-(4-pyridyl)-2,5-dihydropyrrole-1-carboxylate